2-chloro-4-[[3-(2,3-difluoro-4-methoxyphenyl)imidazo[1,2-a]pyrazin-8-yl]amino]-N-methyl-N-(tetrahydropyran-4-ylmethyl)benzamide ClC1=C(C(=O)N(CC2CCOCC2)C)C=CC(=C1)NC=1C=2N(C=CN1)C(=CN2)C2=C(C(=C(C=C2)OC)F)F